FC(C1=C(C=CC(=N1)C(=O)NC)N1CCN(CC1)CC=1C=NC=2C=C(C(NC2C1)=O)CC)F 6-(Difluoromethyl)-5-[4-[(7-ethyl-6-oxo-5H-1,5-naphthyridin-3-yl)methyl]piperazin-1-yl]-N-methylpyridin-2-carboxamid